N-(5-chloro-2-fluorophenyl)-4-((5-chloro-4-(1-isopropyl-1H-pyrazol-4-yl)pyrimidin-2-yl)amino)-3-methoxybenzamide ClC=1C=CC(=C(C1)NC(C1=CC(=C(C=C1)NC1=NC=C(C(=N1)C=1C=NN(C1)C(C)C)Cl)OC)=O)F